CC=1C(=NC(=NC1)NC1=CC(=C(C=C1)N1CCC(CC1)N(C)C)F)C=1C=NN(C1)C(C)C methyl-N-(3-fluoro-4-(4-dimethylaminopiperidin-1-yl)phenyl)-4-(1-isopropyl-1H-pyrazol-4-yl)pyrimidin-2-amine